benzopyrano[4,3,2-de]isoquinolinone C1(NC=C2C=CC=C3C2=C1C1=C(O3)C=CC=C1)=O